IC1=C(C=NS1)C(=O)OC Methyl 5-iodoisothiazole-4-carboxylate